2-chloro-5,5-dimethyl-7-(tetrahydro-2H-pyran-4-yl)-5,7-dihydro-6H-pyrrolo[2,3-d]pyrimidin-6-one ClC=1N=CC2=C(N1)N(C(C2(C)C)=O)C2CCOCC2